BrC=1C=C2C(=NC1)C=C(N2)C(=O)N2CCC(CC2)C2=C(C=CC=C2)C(F)(F)F (6-bromo-1H-pyrrolo[3,2-b]pyridin-2-yl)(4-(2-(trifluoromethyl)phenyl)piperidin-1-yl)methanone